ClC1=C(C=NC2=C(C=NC=C12)C1=C(C(=CC=C1)Cl)Cl)C(=O)Cl 4-chloro-8-(2,3-dichlorophenyl)-1,6-naphthyridine-3-carboxylic acid chloride